6-(3-Bromo-1-(3-chloropyridin-2-yl)-1H-pyrazol-5-carboxamido)-N-(2-cyanoethyl)-5-methylpyrazolo[1,5-a]pyridin-7-carboxamid BrC1=NN(C(=C1)C(=O)NC=1C(=CC=2N(C1C(=O)NCCC#N)N=CC2)C)C2=NC=CC=C2Cl